6-methyl-2-(5-methyl-[1,1'-biphenyl]-3-yl)pyrimidine-4-carboxylic acid CC1=CC(=NC(=N1)C=1C=C(C=C(C1)C)C1=CC=CC=C1)C(=O)O